3-Methyl-13-(morpholine-4-carbonyl)-9-[2-(trifluoromethyl)phenyl]-16-thia-2,4,5,8-tetraazatetracyclo[8.6.0.02,6.011,15]-hexadeca-1(10),3,5,11(15)-tetraene CC=1N2C=3SC=4CC(CC4C3C(NCC2=NN1)C1=C(C=CC=C1)C(F)(F)F)C(=O)N1CCOCC1